3-(3-Phenylpropyl)-5-{(6S)-5-isobutylsulfonyl-5-azaspiro[2.4]hept-6-yl}-1,2,4-oxadiazole C1(=CC=CC=C1)CCCC1=NOC(=N1)[C@H]1N(CC2(CC2)C1)S(=O)(=O)CC(C)C